4-bromo-N-(4-bromo-5-fluoro-2-methyl-phenyl)-5-fluoro-2-methyl-benzamide BrC1=CC(=C(C(=O)NC2=C(C=C(C(=C2)F)Br)C)C=C1F)C